ClC1=NC=CC(=N1)C1=CC2=C(N(N=C2C=C1)C)C(C)C 5-(2-chloropyrimidin-4-yl)-3-isopropyl-2-methyl-2H-indazole